FC(C=1C=C(C=C(C1)C(F)(F)F)[C@@H](C)N(C(=O)N1C(CNCC1)C1=C(C=C(C=C1)F)C)C)(F)F N-[(1R)-1-[3,5-bis(trifluoromethyl)phenyl]ethyl]-2-(4-fluoro-2-methylphenyl)-N-methylpiperazine-1-carboxamide